ClC=1C=C(C=NC1N1N=CC=N1)NC(=O)NC=1C=NC2=CC=NC(=C2C1C(C)OC)C N-(5-chloro-6-(2H-1,2,3-triazol-2-yl)pyridin-3-yl)-N'-(4-(1-methoxyethyl)-5-methyl-1,6-naphthyridin-3-yl)urea